ClC=1C=NC(=C(C(=O)NC2CCC(CC2)CN2C(C(C3=CC=CC=C23)(O)C2=C(C=CC(=C2)F)F)=O)C1)C(F)(F)F 5-chloro-N-((1r,4r)-4-((3-(2,5-difluorophenyl)-3-hydroxy-2-oxoindolin-1-yl)methyl)cyclohexyl)-2-(trifluoromethyl)nicotinamide